tert-butyl N-[(2R)-3-amino-2-ethoxy-propyl]-N-methyl-carbamate NC[C@H](CN(C(OC(C)(C)C)=O)C)OCC